COCC=1C(=NC=CC1)C(=O)O 3-(methoxymethyl)pyridine-2-carboxylic acid